1-(3-bromophenyl)-2-methylpropan-1-amine hydrochloride Cl.BrC=1C=C(C=CC1)C(C(C)C)N